2,4-dichloro-6-methyl-3-nitro-pyridine ClC1=NC(=CC(=C1[N+](=O)[O-])Cl)C